1-[trans-4-(pyridin-2-yloxy)cyclohexyl]-8-(trifluoromethyl)-5,6-dihydro-4H-[1,2,4]Triazolo[4,3-a][1]Benzazepin-5-amine N1=C(C=CC=C1)O[C@@H]1CC[C@H](CC1)C1=NN=C2N1C1=C(CC(C2)N)C=C(C=C1)C(F)(F)F